O=C(C=C=O)CCC(C)N Dioxohepten-6-amine